1-((3R,4S)-4-((5-(1-(2,2-Difluoroethyl)-4-fluoro-2-methyl-1H-benzo[d]imidazol-6-yl)-4-methoxypyrrolo[2,1-f][1,2,4]triazin-2-yl)amino)-3-fluoropiperidin-1-yl)ethan-1-one FC(CN1C(=NC2=C1C=C(C=C2F)C=2C=CN1N=C(N=C(C12)OC)N[C@@H]1[C@@H](CN(CC1)C(C)=O)F)C)F